3-[2-acetyl-3-[4-(1-propylpyrazol-4-yl)phenyl]-3,4-dihydropyrazol-5-yl]-6-chloro-4-phenyl-1H-quinolin-2-one C(C)(=O)N1N=C(CC1C1=CC=C(C=C1)C=1C=NN(C1)CCC)C=1C(NC2=CC=C(C=C2C1C1=CC=CC=C1)Cl)=O